C[C@@H]1N(CCN(C1)C1=NC=CC=C1)C1=NC=C(C=N1)NC(=O)C=1C=NC(=CC1)N1N=CC=C1 N-[2-[(2S)-2-methyl-4-(2-pyridyl)piperazin-1-yl]pyrimidin-5-yl]-6-pyrazol-1-yl-pyridine-3-carboxamide